2-(3,4-epoxycyclohexyl)ethyltriethoxysilane Ethyl-4-cyano-1-(cyclobutylmethyl)-1H-pyrazole-3-carboxylate C(C)OC(=O)C1=NN(C=C1C#N)CC1CCC1.C1(CC2C(CC1)O2)CC[Si](OCC)(OCC)OCC